C(C)(=O)N(C=1SC2=C(C1C(=O)OC)C=CC(=C2)O)CC2=CC=C(C=C2)F Methyl 2-[acetyl(4-fluorobenzyl)amino]-6-hydroxy-1-benzothiophene-3-carboxylate